bromo-[2,2'-bithiophene]-5-carbonitrile BrC1=C(SC(=C1)C#N)C=1SC=CC1